4-(3-ethyl-5-(4-(1-isopropylpiperidin-4-yl)piperazin-1-yl)-1H-indol-2-yl)-1H-pyrrolo[2,3-b]pyridine C(C)C1=C(NC2=CC=C(C=C12)N1CCN(CC1)C1CCN(CC1)C(C)C)C1=C2C(=NC=C1)NC=C2